COC1=C(C=CC2=C1B(OC2)O)O 7-methoxybenzo[c][1,2]oxaborole-1,6(3H)-diol